[Si](C)(C)(C(C)(C)C)OCC=1C=C(C=CC1)C1(C(O1)C=O)C 3-(3-(((tert-butyldimethylsilyl)oxy)methyl)phenyl)-3-methyloxirane-2-carbaldehyde